3-methyl-icosaan CC(CC)CCCCCCCCCCCCCCCCC